O-tert-Butyldimethylsilyl-3'-benzoyl-Guanosine [Si](C)(C)(C(C)(C)C)O[C@H]1[C@@H](O[C@@H]([C@]1(O)C(C1=CC=CC=C1)=O)CO)N1C=NC=2C(=O)NC(N)=NC12